2-(2-(tert-butyl)-5-methylphenoxy)aniline C(C)(C)(C)C1=C(OC2=C(N)C=CC=C2)C=C(C=C1)C